NC1=C(C(=O)NC23CCC(CC2)(CC3)O)C=C(C=N1)C=1C=C3C=NN(C3=CC1)C1CCOCC1 (s)-2-amino-N-(4-hydroxybicyclo[2.2.2]oct-1-yl)-5-(1-(tetrahydro-2H-pyran-4-yl)-1H-indazole-5-yl)nicotinamide